methyl 3-((6-((4,4-difluorocyclohexyl)amino)-2-(methylsulfonyl)pyrimidin-4-yl)oxy)azetidine-1-carboxylate FC1(CCC(CC1)NC1=CC(=NC(=N1)S(=O)(=O)C)OC1CN(C1)C(=O)OC)F